1-((2S)-2-ethynylmorpholin-4-yl)ethan-1-one C(#C)[C@H]1CN(CCO1)C(C)=O